1-methoxy-3,3,3-trifluoropropene COC=CC(F)(F)F